C1(=CC=CC=C1)CC[C@@H](CCC)N (R)-1-phenylhexan-3-amine